2-(tert-butoxycarbonylamino)-2-[(1S)-5,7-difluorotetralin-1-yl]acetic acid C(C)(C)(C)OC(=O)NC(C(=O)O)[C@H]1CCCC2=C(C=C(C=C12)F)F